2-hydroxymethyl-6-(1-hydroxy-1-methylethyl)pyridine tert-butyl-6-(difluoromethyl)-5-fluoro-8-(((trifluoromethyl)sulfonyl)oxy)-3,4-dihydroisoquinoline-2(1H)-carboxylate C(C)(C)(C)OC(=O)N1CC2=C(C=C(C(=C2CC1)F)C(F)F)OS(=O)(=O)C(F)(F)F.OCC1=NC(=CC=C1)C(C)(C)O